[(7S)-3-(3,5-Difluorophenyl)-2,7-dimethyl-5,7-dihydro-4H-pyrazolo[3,4-c]pyridin-6-yl]-[1-(2-hydroxy-3-pyridyl)-1,2,4-triazol-3-yl]methanone FC=1C=C(C=C(C1)F)C=1N(N=C2[C@@H](N(CCC21)C(=O)C2=NN(C=N2)C=2C(=NC=CC2)O)C)C